1-(6-(5-acetamido-1-methyl-1H-pyrrolo[2,3-c]pyridin-3-yl)pyridin-2-yl)cyclopropane-1-carboxylic acid C(C)(=O)NC=1C=C2C(=CN1)N(C=C2C2=CC=CC(=N2)C2(CC2)C(=O)O)C